(4-(tert-butyl)phenyl)-4-hydroxy-6-methylpyrimidine-5-carboxylic acid C(C)(C)(C)C1=CC=C(C=C1)C1=NC(=C(C(=N1)O)C(=O)O)C